1-hydroxy-4-methyl-6-(phenylsulfonyl-methyl)-2-pyridone ON1C(C=C(C=C1CS(=O)(=O)C1=CC=CC=C1)C)=O